[I-].C(C)(C)(C)OC(C[N+](C)(CCCCCNC(C1=C(C=C(C=C1)NC=1C=2N(C=CN1)C(=CN2)C2=C(C(=C(C=C2)OC)F)F)CC)=O)CC(OC(C)(C)C)=O)=O bis(2-tert-butoxy-2-oxo-ethyl)-[5-[[4-[[3-(2,3-difluoro-4-methoxy-phenyl)imidazo[1,2-a]pyrazin-8-yl]amino]-2-ethyl-benzoyl]amino]pentyl]-methyl-ammonium iodide